BrC1=CC2=CC[C@@](C(=C2C=C1)C1=C(C=CC2=CC(=CC=C12)Br)OCOC)(O)OCOC (R)-6,6'-dibromo-2,2'-bis(methoxymethoxy)-1,1'-binaphthol